C(C)(C)(C)OC(=O)NC=1SC2=C(N1)C(=CC=C2F)C=2C(=CC=1C3=C(C=NC1C2F)N=NN3C3CN(C3)C(=O)OC(C)(C)C)Cl tert-butyl 3-(7-(2-((tert-butoxycarbonyl)amino)-7-fluorobenzo[d]thiazol-4-yl)-8-chloro-6-fluoro-1H-[1,2,3]triazolo[4,5-c]quinolin-1-yl)azetidine-1-carboxylate